1'-(methyl-d3)-5-((5S)-5-methylpiperidin-2-yl)-3H-spiro[benzofuran-2,4'-piperidine] C(N1CCC2(CC1)OC1=C(C2)C=C(C=C1)C1NC[C@H](CC1)C)([2H])([2H])[2H]